O(C1=CC=CC=C1)C1=CC=C(C=C1)C1=C(C=CC=C1)P(C1=CC=CC=C1)C1=CC=CC=C1 (4'-phenoxy-[1,1'-biphenyl]-2-yl)diphenylphosphine